(R)-3-butyl-3-ethyl-8-(hydroxymethyl)-2-methyl-7-(methylthio)-5-phenyl-2,3,4,5-tetrahydro-1,2,5-benzothiadiazepine 1,1-dioxide C(CCC)[C@]1(N(S(C2=C(N(C1)C1=CC=CC=C1)C=C(C(=C2)CO)SC)(=O)=O)C)CC